1-{[(3R)-6-(butylsulfanyl)-3-methyl-3,4-dihydro-2-naphthyl]Methyl}-3-azetidinecarboxylic acid C(CCC)SC=1C=C2C[C@H](C(=CC2=CC1)CN1CC(C1)C(=O)O)C